2-biphenyl-4-yl-5-(4-butylphenyl)-1,3,4-oxadiazole C1(=CC=C(C=C1)C=1OC(=NN1)C1=CC=C(C=C1)CCCC)C1=CC=CC=C1